2-((4-(2-(diethylamino)ethoxy)phenyl)amino)-4-(3-phenylisooxazolidin-2-yl)pyrimidine-5-carbonitrile hydrochloride Cl.C(C)N(CCOC1=CC=C(C=C1)NC1=NC=C(C(=N1)N1OCCC1C1=CC=CC=C1)C#N)CC